COC1=C(C(=CC(=C1)C)C)C1=CC=C2C=CC(=NC2=N1)C1C2N(CC(C=C2)C1)C(=O)OCC1=CC=CC=C1 benzyl 7-[7-(2-methoxy-4,6-dimethyl-phenyl)-1,8-naphthyridin-2-yl]-2-azabicyclo[2.2.2]oct-5-ene-2-carboxylate